Cl.OC1=C(C=C(C(=C1)O)C(C)C)C1=CC(=NO1)C(=O)NCC 5-(2,4-dihydroxy-5-isopropylphenyl)-N-ethylisoxazole-3-carboxamide hydrochloride